(R)-7-((benzyloxy)carbonyl)-3-oxohexahydroimidazo[1,5-a]pyrazin C(C1=CC=CC=C1)OC(=O)N1C[C@@H]2N(CC1)C(NC2)=O